3-(3-(4-Chloro-3,5-dimethylphenoxy)propyl)-7-(3,5-dimethyl-1H-pyrazol-4-yl)-1-methyl-1H-indole-2-carboxylate ClC1=C(C=C(OCCCC2=C(N(C3=C(C=CC=C23)C=2C(=NNC2C)C)C)C(=O)[O-])C=C1C)C